4-(3-Chloroanilino)-2'-[(2R)-3-hydroxy-2-methylpropyl]-2',3'-dihydrospiro[cyclohexane-1,1'-isoindole]-4-carboxylic acid ClC=1C=C(NC2(CCC3(N(CC4=CC=CC=C34)C[C@H](CO)C)CC2)C(=O)O)C=CC1